Cl.O=C1N(CCNC1)CC#N 2-(2-Oxopiperazin-1-yl)acetonitrile hydrochloride